Cl.NC1CCN(CC1)C(C)=O 1-(4-amino-1-piperidyl)ethanone hydrochloric acid salt